C(C1=CC=CC=C1)N1CCOC2=C(C1)C(=CC=C2Br)F 4-Benzyl-9-bromo-6-fluoro-3,5-dihydro-2H-1,4-benzoxazepine